N1(C=NC2=C1C=CC=C2)CCCNS(=O)(=O)C2=CC=C(C=C2)OCCCN2CCN(CC2)C N-(3-(1H-benzo[d]imidazol-1-yl)propyl)-4-(3-(4-methylpiperazin-1-yl)propoxy)benzenesulfonamide